COC(CNC(CCCS(=O)(=O)C1=CC=C(C)C=C1)=O)(C)OC N-(2,2-dimethoxypropyl)-4-p-toluenesulfonylbutanamide